S(=O)(=O)(OCCl)C1=CC=C(C)C=C1 chloromethyl tosylate